CC1=CC(=NN1C1=NC(=CC=C1[C@@H](C)O)N1C=NC2=C1C=CC(=C2)NC=2N=NC(=CC2)C)C#N 5-Methyl-1-[6-[5-[(6-methylpyridazin-3-yl)amino]benzimidazol-1-yl]-3-[(1R)-1-hydroxyethyl]-2-pyridyl]pyrazole-3-carbonitrile